6-chloro-4-(trifluoromethylsulfanyl)aniline ClC1=CC(=CC=C1N)SC(F)(F)F